C(C)(C)(C)OC(=O)NC1=CC(=C(C(=N1)Cl)Cl)SC=1C=2N(C(=NC1)N1CCC3(CCCC3(C)NC(OC(C)(C)C)=O)CC1)C=CN2 tert-butyl (8-(8-((6-((tert-butoxycarbonyl)amino)-2,3-dichloropyridin-4-yl)thio)imidazo[1,2-c]pyrimidin-5-yl)-methyl-8-azaspiro[4.5]decan-1-yl)carbamate